[Ca+].C(C)(C)(C)C=1C=C(CP(OCC)([O-])=O)C=C(C1O)C(C)(C)C 3,5-di-tert-butyl-4-hydroxybenzylphosphonic acid, monoethyl ester, calcium salt